C(C)(C)(C)OOC(C)C#CC(C#CC)OOC(C)(C)C 2,5-di(tert-butylperoxy)octadiyne